CN1C(CCCCC1)=O N-methyl-ε-Caprolactam